ethyl 2-bromo-2-(5-isopropyl-2-(trifluoromethoxy)phenyl)acetate BrC(C(=O)OCC)C1=C(C=CC(=C1)C(C)C)OC(F)(F)F